C(C)(C)N1N=C(N=C1C1[C@H]2CC(C[C@@H]12)C1OCCCNC1)C=1C=NC(=CC1)C(F)(F)F ((1R,3r,5S,6r)-6-(1-isopropyl-3-(6-(trifluoromethyl)pyridin-3-yl)-1H-1,2,4-triazol-5-yl)bicyclo[3.1.0]hexan-3-yl)-1,4-oxaazepane